CN(S(=O)(=O)C1(CC=CC=C1)S(=O)(=O)Cl)C 4-(N,N-dimethylsulfamoyl)benzene-4-sulfonyl chloride